FC1=C(OC2=CC=C(C=C2)C=2N=C(N3C2C=NC=C3OC(C)C)[C@H]3CN(CC3)C(C=C)=O)C=CC=C1OC (R)-1-(3-(1-(4-(2-fluoro-3-methoxyphenoxy)phenyl)-5-isopropoxyimidazo[1,5-a]pyrazin-3-yl)pyrrolidin-1-yl)prop-2-en-1-one